NC=1C(NC(N(N1)C1=CC(=C(C(=C1)Cl)OC=1C=C2/C(/C(NC2=CC1)=O)=C/C(C)C)Cl)=O)=O 6-amino-2-[3,5-dichloro-4-[(3Z)-3-(2-methylpropylidene)-2-oxo-indolin-5-yl]oxyphenyl]-1,2,4-triazine-3,5-dione